[Cl-].C1(CCC1)[Zn+] cyclobutylzinc (II) chloride